C(C=C)(=O)OCC methyl-methyl (E)-acrylate